(3S)-3-(3-((2-(1-(4-azidobutoxy)-2,2-dimethylpropyl)-2'-fluoro-5'-methoxy-[1,1'-biphenyl]-4-yl)methoxy)phenyl)-3-cyclopropylpropanoic acid N(=[N+]=[N-])CCCCOC(C(C)(C)C)C1=C(C=CC(=C1)COC=1C=C(C=CC1)[C@@H](CC(=O)O)C1CC1)C1=C(C=CC(=C1)OC)F